The molecule is an organosulfur heterocyclic compound produced by a marine bacterium Alteromonas rava and has been shown to exhibit antibacterial activity against Gram-positive and Gram-negative bacteria. It has a role as an antibacterial agent, an antimicrobial agent and a bacterial metabolite. It is an enoate ester, a lactam and an organosulfur heterocyclic compound. C[C@H](/C=C/C[C@H]1CO[C@H]([C@@H]([C@@H]1O)O)C/C(=C/C(=O)OCCCCCCCC(=O)NC2=C3C(=CSS3)NC2=O)/C)[C@H](C)O